1-(2-benzoxazolyl)-1-(4-methoxyphenyl)-1-ethanol O1C(=NC2=C1C=CC=C2)C(C)(O)C2=CC=C(C=C2)OC